methyl-4-[(1-methylcyclopropyl)amino]-N-[1-(pyridin-2-yl)-1H-pyrazol-4-yl]furo[2,3-d]pyrimidine-5-carboxamide CC=1N=C(C2=C(N1)OC=C2C(=O)NC=2C=NN(C2)C2=NC=CC=C2)NC2(CC2)C